FC1=CC=C(C=C1)CN1C=NC2=CC=C(C=C2C1=O)OC1=CC(=NC=C1)C=1C=NN(C1)C 3-[(4-fluorophenyl)methyl]-6-{[2-(1-methylpyrazol-4-yl)-4-pyridyl]oxy}quinazolin-4-one